ClC=1C=C(C=C(C1)Cl)C1=NC(=CC(=C1)CN1CCC(CC1)CC(=O)O)OC=1C=NC(=NC1)N1CCN(CCC1)CC 2-(1-((2-(3,5-dichlorophenyl)-6-((2-(4-ethyl-1,4-diazepan-1-yl)pyrimidin-5-yl)oxy)pyridin-4-yl)methyl)piperidin-4-yl)acetic acid